zinc monocysteinate N[C@@H](CS)C(=O)[O-].[Zn+]